FC1=C(C(=CC(=C1)OC)F)C1=C(C(N(N1C)C1=NC=C(C=C1)C)=O)NC(C1=CC=C(C=C1)OC(F)(F)F)=O N-[5-(2,6-difluoro-4-methoxyphenyl)-1-methyl-2-(5-methylpyridin-2-yl)-3-oxo-2,3-dihydro-1H-pyrazol-4-yl]-4-(trifluoromethoxy)benzamide